2-(1-Methyl-1H-pyrazol-4-yl)-1,3-benzoxazol CN1N=CC(=C1)C=1OC2=C(N1)C=CC=C2